FC=1C=C(C=2C(NC(=NC2C1)CSC1CCOCC1)=O)C(=O)OC methyl 7-fluoro-4-oxo-2-(((tetrahydro-2H-pyran-4-yl) thio) methyl)-3,4-dihydroquinazoline-5-carboxylate